(biphenylyl){[phenyl(biphenylyl)triazineyl]phenyl}dibenzoselenophene C1(=C(C=CC=C1)C1=C(C2=C([Se]C3=C2C=CC=C3)C=C1)C1=C(C=CC=C1)C1=NN=NC(=C1C1=C(C=CC=C1)C1=CC=CC=C1)C1=CC=CC=C1)C1=CC=CC=C1